4-acetaminophenyl acetate C(C)(=O)OC1=CC=C(C=C1)NC(=O)C